C(C)(C)(C)OC(=O)N1C[C@@H]([C@H](CC1)NC(C(F)(F)OC1=C(C=CC=C1)C#N)=O)C (3S,4S)-4-(2-(2-cyanophenoxy)-2,2-difluoroacetamido)-3-methylpiperidine-1-carboxylic acid tert-butyl ester